The molecule is a 1-acyl-sn-glycerol 3-phosphate having linoleyl (9Z,12Z-octadecadienoyl) as the 1-O-acyl group. It is a conjugate acid of a 1-linoleoyl-sn-glycero-3-phosphate(2-). CCCCC/C=C\\C/C=C\\CCCCCCCC(=O)OC[C@H](COP(=O)(O)O)O